C(C)OCOC1=C(C=CC(=C1F)C)C1=NN=C(C=2CCCCC12)N[C@H]1CN(CCC1)C (R)-4-(2-(ethoxymethoxy)-3-fluoro-4-methylphenyl)-N-(1-methylpiperidin-3-yl)-5,6,7,8-tetrahydrophthalazin-1-amine